3-(2-((hexanoyloxy)(phenyl)methoxy)-2,2-diphenylacetoxy)spiro[bicyclo[3.2.1]octane-8,1'-pyrrolidin]-8-ium chloride [Cl-].C(CCCCC)(=O)OC(OC(C(=O)OC1CC2CCC(C1)[N+]21CCCC1)(C1=CC=CC=C1)C1=CC=CC=C1)C1=CC=CC=C1